2-(difluoromethyl)-N-(3,3-difluoropiperidin-4-yl)-5-((2-(trifluoromethyl)pyridin-3-yl)-methoxy)benzofuran-3-carboxamide FC(C=1OC2=C(C1C(=O)NC1C(CNCC1)(F)F)C=C(C=C2)OCC=2C(=NC=CC2)C(F)(F)F)F